O=C1NC(CCC1N1C(C2=CC=C(C=C2C1=O)NC1CC(C1)OCCCN(C(OCC1=CC=CC=C1)=O)C)=O)=O Benzyl N-[3-[3-[[2-(2,6-dioxo-3-piperidyl)-1,3-dioxo-isoindolin-5-yl]amino]cyclobutoxy]propyl]-N-methyl-carbamate